2-chloro-N-[(3R,4S)-1-(2,2-difluorocyclopropanecarbonyl)-4-fluoropyrrolidin-3-yl]-4-fluorobenzamide ClC1=C(C(=O)N[C@@H]2CN(C[C@@H]2F)C(=O)C2C(C2)(F)F)C=CC(=C1)F